4-[(N-benzyl-8-chloro-1-methyl-1,4-dihydro[1]benzopyrano[4,3-c]pyrazole-3-carboxamido)methyl]benzoic acid C(C1=CC=CC=C1)N(C(=O)C=1C2=C(N(N1)C)C1=C(OC2)C=CC(=C1)Cl)CC1=CC=C(C(=O)O)C=C1